methyl O-acetyl-N-((tert-butyldimethylsilyl)-N-(2-((S)-3-(tetrahydro-2H-pyran-4-carboxamido)piperidin-yl)thiazole-4-carbonyl)-L-seryl)-L-serinate C(C)(=O)OC[C@H](NC([C@@H](N(C(=O)C=1N=C(SC1)N1C[C@H](CCC1)NC(=O)C1CCOCC1)[Si](C)(C)C(C)(C)C)CO)=O)C(=O)OC